O=C1NC(CCC1N1C(C2=CC=CC(=C2C1=O)NCCCCN(C)CC1=CC=C(C=C1)N(C(CCCCCCC(=O)N)=O)O)=O)=O N1-(4-(((4-((2-(2,6-dioxopiperidin-3-yl)-1,3-dioxoisoindolin-4-yl)amino)butyl)(methyl)amino)methyl)phenyl)-N-hydroxyoctanediamide